tert-butyl 3-{[(benzyloxy)carbonyl] amino}-3-({[3-methoxy-8-(methoxy-carbonyl)thieno[3,2-f]quinoxalin-9-yl]amino}methyl)azetidine-1-carboxylate C(C1=CC=CC=C1)OC(=O)NC1(CN(C1)C(=O)OC(C)(C)C)CNC1=C(SC2=C1C=1N=CC(=NC1C=C2)OC)C(=O)OC